FC1=C(OCC(=O)[C@H]2CC[C@H]3[C@@H]4CC[C@@H]5C[C@](CC[C@@]5([C@H]4CC[C@]23C)F)(C)O)C=CC(=C1)F 2-(2,4-difluorophenoxy)-1-((3R,5R,8S,9S,10R,13S,14S,17S)-10-fluoro-3-hydroxy-3,13-dimethylhexadecahydro-1H-cyclopenta[a]phenanthren-17-yl)ethan-1-one